C(C1=CC=CC=C1)NCCCCCOC1=CC=C2C=C(C(OC2=C1)=NO)C(C)=O 7-(5-benzylaminopentoxy)-3-acetylcoumarin oxime